6-benzyl-2-methyl-5-oxo-N-(pyridin-4-ylmethyl)-5,6-dihydro-1,6-naphthyridine-3-carboxamide C(C1=CC=CC=C1)N1C(C=2C=C(C(=NC2C=C1)C)C(=O)NCC1=CC=NC=C1)=O